11-azido-1-undecanol N(=[N+]=[N-])CCCCCCCCCCCO